C(C1=CC=CC=C1)OC(=O)N1CC(C1)N1N=C(C=2CN(CCC21)C(=O)OC(C)(C)C)I tert-butyl 1-(1-benzyloxycarbonylazetidin-3-yl)-3-iodo-6,7-dihydro-4H-pyrazolo[4,3-c]pyridine-5-carboxylate